O(C)C1=CC=C(CCl)C=C1 p-Methoxylbenzyl chloride